FC1=C(C(=CC=C1)F)C1=N[C@H](C2=NC(=NN2C=2SC=3OCCOCC3C12)C)C (7S)-9-(2,6-difluorophenyl)-4,7-dimethyl-13,16-dioxa-18-thia-2,3,5,8-tetrazatetracyclo[8.8.0.02,6.011,17]octadeca-1(10),3,5,8,11(17)-pentaene